2-amino-6-(spiro[2.5]octan-5-ylmethyl)-4-(trifluoromethyl)-6,7-dihydro-5H-pyrrolo[3,4-d]pyrimidin-5-one NC=1N=C(C2=C(N1)CN(C2=O)CC2CC1(CC1)CCC2)C(F)(F)F